2-[2-(1,1-difluoroethyl)-4-fluoro-phenyl]-4,4,5,5-tetramethyl-1,3,2-dioxaborolane FC(C)(F)C1=C(C=CC(=C1)F)B1OC(C(O1)(C)C)(C)C